3-bromo-8-fluoro-1-(4-methoxybenzyl)-7-vinylquinoxalin-2(1H)-one BrC=1C(N(C2=C(C(=CC=C2N1)C=C)F)CC1=CC=C(C=C1)OC)=O